C(C1=CC=CC=C1)[C@]1(O)[C@H](O)[C@@H](O)[C@H](O)[C@H](O1)C(=O)O benzyl-β-D-glucopyranosuronic acid